1-(2-chlorophenyl)-N-{7-methoxy-6-[3-(pyrrolidin-1-yl)propoxy]-1H,2H,3H-cyclopenta[b]quinolin-9-yl}piperidin-4-amine ClC1=C(C=CC=C1)N1CCC(CC1)NC1=C2C(=NC=3C=C(C(=CC13)OC)OCCCN1CCCC1)CCC2